(R)-N-((S)-1'-(4-amino-1-methyl-6-oxo-1,6-dihydropyrimidin-2-yl)-5-((trimethylsilyl)ethynyl)-1,3-dihydrospiro[inden-2,4'-piperidin]-1-yl)-2-methylpropan-2-sulfinamide NC=1N=C(N(C(C1)=O)C)N1CCC2(CC1)[C@@H](C1=CC=C(C=C1C2)C#C[Si](C)(C)C)N[S@](=O)C(C)(C)C